FC1(CCOCC1)C1=CC=C(C(=N1)S(=O)(=O)NC(=O)C1=NC2=CC=CC(=C2C=C1)C1=NC=CC=C1)OC N-((6-(4-fluorotetrahydro-2H-pyran-4-yl)-3-methoxypyridin-2-yl)sulfonyl)-5-(pyridin-2-yl)quinoline-2-carboxamide